O1C(SCC1)C=1C=C2C=CC(=CC2=CC1)O 6-(1,3-oxathiolan-2-yl)naphthalene-2-ol